(2-(isopropylamino)-7H-pyrrolo[2,3-d]pyrimidin-5-yl)-3,4-dihydrobenzo[f][1,4]oxazepin-5(2H)-one C(C)(C)NC=1N=CC2=C(N1)NC=C2C2OC1=C(C(NC2)=O)C=CC=C1